The molecule is a D-fructofuranose 2,6-bisphosphate with a beta-configuration at the anomeric centre. It has a role as a human metabolite and a mouse metabolite. It derives from a beta-D-fructofuranose. It is a conjugate acid of a beta-D-fructofuranose 2,6-bisphosphate(4-). C([C@@H]1[C@H]([C@@H]([C@](O1)(CO)OP(=O)(O)O)O)O)OP(=O)(O)O